FC=1C=NN(C1)C=1C=CC(=C(C1)O)C=1N=NC(=CC1)C(=C)[C@@H]1[C@@H]([C@H]2C=C[C@@H](C1)N2)F 5-(4-fluoro-1H-pyrazol-1-yl)-2-(6-(1-((1R,2S,3R,5R)-2-fluoro-8-azabicyclo[3.2.1]oct-6-en-3-yl)vinyl)pyridazin-3-yl)phenol